3-bromo-2-(methylthio)benzoic acid BrC=1C(=C(C(=O)O)C=CC1)SC